Bis-hydroxyethyl-terephthalat OCCOC(C1=CC=C(C(=O)OCCO)C=C1)=O